C(#N)C[C@@H](C)NC(OC(C)(C)C)=O 1,1-Dimethylethyl [(1R)-2-cyano-1-methylethyl]carbamate